C(C)(C)(C)OC(=O)N1C[C@H](CC1)NC=1N=CC2=CC(=NC(=C2C1)NC(C)C)C#N (S)-3-((7-cyano-5-(isopropylamino)-2,6-naphthyridin-3-yl)amino)pyrrolidine-1-carboxylic acid tert-butyl ester